C(C=C)OCC(C(=O)NCP(O)(O)=O)(C)COCC=C ((2,2-bis(allyloxymethyl)propaneamido)methyl)phosphonic acid